3-(cyanomethyl)cyanopyridine C(#N)CC=1C(=NC=CC1)C#N